2-(5-acetyl-2',6'-dimethyl-[1,1'-biphenyl]-3-yl)-4-((3-(cyclopropyldifluoromethyl)phenyl)carbamoyl)-5-methyl-1H-imidazole 3-oxide C(C)(=O)C=1C=C(C=C(C1)C1=C(C=CC=C1C)C)C=1NC(=C([N+]1[O-])C(NC1=CC(=CC=C1)C(F)(F)C1CC1)=O)C